COC(CC1CN(C1)C(=O)O[C@@H]1CC[C@H](CC1)C(N(C[C@@H]1CC[C@H](CC1)C1=CC(=C(C=C1)OC)C)C1=CC(=CC=C1)C=1C=NN(C1)C1CC1)=O)=O trans-4-((3-(1-Cyclopropyl-1H-pyrazol-4-yl)phenyl)((trans-4-(4-methoxy-3-methylphenyl)cyclohexyl)methyl) carbamoyl)cyclohexyl 3-(2-methoxy-2-oxoethyl)azetidine-1-carboxylate